tertbutyl persulfate S(=O)(=O)(OC(C)(C)C)OOS(=O)(=O)[O-]